CC1=CC=C(C=C1)[C@@H]1CO1 (R)-(4-methylphenyl)-epoxyethane